N[C@H]1C[C@H]2[C@@H](C[C@@H]3N(C1=O)[C@@H](CC3)C(=O)N3CC(C(C3)C3=CC(=CC=C3)OCCCCOC3=CC=C(C=C3)C3C(NC(CC3)=O)=O)C#N)C2 1-((3S,6S,7aS,8aR,9aR)-6-amino-5-oxodecahydro-1H-cyclopropa[d]pyrrolo[1,2-a]azocine-3-carbonyl)-4-(3-(4-(4-(2,6-dioxopiperidin-3-yl)phenoxy)butoxy)phenyl)pyrrolidine-3-carbonitrile